3,4-dihydro-2,8-dimethyl-2-(4,8,12-trimethyltridecyl)-2H-1-benzopyran-6-ol CC1(OC2=C(CC1)C=C(C=C2C)O)CCCC(CCCC(CCCC(C)C)C)C